N1=CN=C(C2=C1N=CC=C2)C(=O)N pyrido[2,3-d]pyrimidine-4-carboxamide